3-(difluoromethyl)-4-fluorobenzenesulfonyl chloride FC(C=1C=C(C=CC1F)S(=O)(=O)Cl)F